(S)-2-(3-oxo-6-(perfluorophenyl)-2,3-dihydro-4H-benzo[b][1,4]oxazin-4-yl)propanoic acid O=C1N(C2=C(OC1)C=CC(=C2)C2=C(C(=C(C(=C2F)F)F)F)F)[C@H](C(=O)O)C